((4-(azetidin-1-ylsulfonyl)-5-(piperidin-4-ylmethoxy)pyridin-2-yl)methyl)isoindoline N1(CCC1)S(=O)(=O)C1=CC(=NC=C1OCC1CCNCC1)CC1NCC2=CC=CC=C12